The molecule is a 2,3-trans-enoyl CoA(4-) obtained by deprotonation of the phosphate and diphosphate OH groups of (2E,17Z,20Z,23Z,26Z,29Z)-dotriacontahexaenoyl-CoA; major species at pH 7.3. It is a conjugate base of a (2E,17Z,20Z,23Z,26Z,29Z)-dotriacontahexaenoyl-CoA. CC/C=C\\C/C=C\\C/C=C\\C/C=C\\C/C=C\\CCCCCCCCCCCCC/C=C/C(=O)SCCNC(=O)CCNC(=O)[C@@H](C(C)(C)COP(=O)([O-])OP(=O)([O-])OC[C@@H]1[C@H]([C@H]([C@@H](O1)N2C=NC3=C(N=CN=C32)N)O)OP(=O)([O-])[O-])O